((2-(((2S)-3,3-dimethyl-1-oxo-1-((2S)-2-(3-phenylazepane-1-carbonyl)pyrrolidin-1-yl)butan-2-yl)carbamoyl)benzo[b]thiophen-5-yl)difluoromethyl)phosphonic acid CC([C@@H](C(N1[C@@H](CCC1)C(=O)N1CC(CCCC1)C1=CC=CC=C1)=O)NC(=O)C1=CC2=C(S1)C=CC(=C2)C(F)(F)P(O)(O)=O)(C)C